Methyl 2-((2-(2-((tert-butoxycarbonyl) amino) ethyl)-4-fluorophenyl) amino)-5-fluoro-4-(trifluoromethyl)-benzoate C(C)(C)(C)OC(=O)NCCC1=C(C=CC(=C1)F)NC1=C(C(=O)OC)C=C(C(=C1)C(F)(F)F)F